N-{[6-(9-methoxy-2,3,4,5-tetrahydro-1,4-benzoxazepin-3-yl)imidazo[1,2-a]pyridin-2-yl]methyl}-4-oxo-4H-pyrido[1,2-a]pyrimidine-2-carboxamide COC1=CC=CC=2CNC(COC21)C=2C=CC=1N(C2)C=C(N1)CNC(=O)C=1N=C2N(C(C1)=O)C=CC=C2